N-(4-(5-(3-fluoro-4-((4-methylpyrimidin-2-yl)oxy)phenyl)-4-hydroxy-7-methyl-7H-pyrrolo[2,3-d]pyrimidin-6-yl)phenyl)methacrylamide FC=1C=C(C=CC1OC1=NC=CC(=N1)C)C1=C(N(C=2N=CN=C(C21)O)C)C2=CC=C(C=C2)NC(C(=C)C)=O